ClC=1C=C(C=C(C1)Cl)N1CCN(CC1)S(=O)(=O)C1=CC(=C(N)C=C1)F 4-((4-(3,5-dichlorophenyl)piperazin-1-yl)sulfonyl)-2-fluoroaniline